ClC=1N=CC2=C(N1)C=C(N2)CNC 1-(2-chloro-5H-pyrrolo[3,2-d]pyrimidin-6-yl)-N-methyl-methanamine